2-Piperidinophenylsulfamic acid sodium salt [Na+].N1(CCCCC1)C1=C(C=CC=C1)NS([O-])(=O)=O